allyl ((S)-1-(((S)-1-amino-1-oxopropan-2-yl)amino)-3-methyl-1-oxobutan-2-yl)carbamate NC([C@H](C)NC([C@H](C(C)C)NC(OCC=C)=O)=O)=O